4-hydroxy-1-naphthalenesulfonic acid sodium salt [Na+].OC1=CC=C(C2=CC=CC=C12)S(=O)(=O)[O-]